FC=1C(=CC=C2C(=NN(C12)C)N1C(NC(CC1)=O)=O)N1CCN(CC1)CC1CCN(CC1)C(CO)=O 1-[7-fluoro-6-[4-[[1-(2-hydroxyacetyl)-4-piperidyl]methyl]piperazin-1-yl]-1-methyl-indazol-3-yl]hexahydropyrimidine-2,4-dione